N-[2,5-difluoro-4-(trifluoromethyl)phenyl]-5-[2-fluoro-5-(methoxymethyl)phenyl]-1H-pyrrole-3-sulfonamide FC1=C(C=C(C(=C1)C(F)(F)F)F)NS(=O)(=O)C1=CNC(=C1)C1=C(C=CC(=C1)COC)F